COC1=C(CN2CCN(CC2)CC2CCN(CC2)C(=O)OC(C)(C)C)C=C(C(=C1)C1=CN(C(C2=CN=CC=C12)=O)C)OC tert-butyl 4-((4-(2,5-dimethoxy-4-(2-methyl-1-oxo-1,2-dihydro-2,7-naphthyridin-4-yl)benzyl)piperazin-1-yl)methyl)piperidine-1-carboxylate